ethyl 3-formyl-6-((4-methoxyphenyl)sulfonyl)-1-methyl-4,5,6,7-tetrahydro-1H-pyrrolo[2,3-c]pyridine-2-carboxylate C(=O)C1=C(N(C=2CN(CCC21)S(=O)(=O)C2=CC=C(C=C2)OC)C)C(=O)OCC